C[C@@H]1CN(C[C@@H](O1)C)C(=O)C=1C2=C(N(N1)CC(=O)N1CCN(CC1)C1=C(C(=C(C=C1)F)F)F)CCC2 2-{3-[(2R,6S)-2,6-dimethylmorpholine-4-carbonyl]-5,6-dihydrocyclopenta[c]pyrazol-1(4H)-yl}-1-[4-(2,3,4-trifluorophenyl)piperazin-1-yl]ethan-1-one